(S,E)-4-(2-(1-ethyl-3-(trifluoromethyl)-1H-pyrazol-4-yl)phenyl)-6-(4,4,4-trifluoro-3-methylbut-2-enoyl)-4,5,6,7-tetrahydrothieno[2,3-c]pyridine-2-carbonitrile C(C)N1N=C(C(=C1)C1=C(C=CC=C1)[C@H]1C2=C(CN(C1)C(\C=C(\C(F)(F)F)/C)=O)SC(=C2)C#N)C(F)(F)F